CC1=NC(=NC(=C1)NC)NC=1C=C(C2=C(OCCO2)C1)O 7-[[4-methyl-6-(methylamino)pyrimidin-2-yl]amino]-2,3-dihydro-1,4-benzodioxin-5-ol